4-bromo-2-chloro-6-methylbenzoic acid BrC1=CC(=C(C(=O)O)C(=C1)C)Cl